1-(1-(thiophen-2-ylsulfonyl)-1H-indol-3-yl)ethanone S1C(=CC=C1)S(=O)(=O)N1C=C(C2=CC=CC=C12)C(C)=O